5-[(4-chlorophenyl)methyl]-2,2-dimethyl-1-(1H-1,2,4-triazol-1-ylmethyl)cyclopentanol ClC1=CC=C(C=C1)CC1CCC(C1(O)CN1N=CN=C1)(C)C